ethyl-phosphonic acid (1,1-dimethyl-2-propynyl) (2-propenyl) ester C(C=C)OP(OC(C#C)(C)C)(=O)CC